S(=O)(=O)(OCC(CCCCCCC)CCC)[O-] 2-propyl-1-nonyl sulfate